6-(4-amino-4-(1H-indazol-5-yl)piperidin-1-yl)-3-bromo-1H-pyrazolo[3,4-d]pyrimidine-4-carbonitrile NC1(CCN(CC1)C1=NC(=C2C(=N1)NN=C2Br)C#N)C=2C=C1C=NNC1=CC2